N-[2-chloro-6-(trifluoromethyl)benzyl]-N-cyclopropyl-3-(difluoro-methyl)-5-fluoro-1-methyl-1H-pyrazole-4-carboxamide ClC1=C(CN(C(=O)C=2C(=NN(C2F)C)C(F)F)C2CC2)C(=CC=C1)C(F)(F)F